C(/C)(\C1=CC=CC=C1)=N/O (E)-acetophenone oxime